CN1N=CC=2CNCCC21 1-methyl-4,5,6,7-tetrahydropyrazolo[4,3-c]pyridine